(1R,4R)-4-methoxycyclohexane-1-carboxylic acid COC1CCC(CC1)C(=O)O